3-(3-(cyclohexylmethoxy)phenyl)-2-fluoropropan-1-amine C1(CCCCC1)COC=1C=C(C=CC1)CC(CN)F